5-bromo-3-(4-(S-methylsulphonimidoyl)phenyl)-1-toluenesulfonyl-1H-pyrrolo[2,3-b]pyridine BrC=1C=C2C(=NC1)N(C=C2C2=CC=C(C=C2)S(=O)(=N)C)S(=O)(=O)CC2=CC=CC=C2